O[C@@H]([C@@H](C(=O)NC)NCC1NC2(CNC2=O)CC1)C (2S,3R)-3-hydroxy-N-methyl-2-(((1-oxo-2,5-diazaspiro[3.4]octan-6-yl)methyl)amino)butanamide